P(=O)(O[C@H]1O[C@@]([C@@H]([C@@H]1O)O)(C#N)C1=CC=C2C(=NC=NN21)N)(OC)OCCOCCCCCCCC ((2R,3S,4R,5R)-5-(4-aminopyrrolo[2,1-f][1,2,4]triazin-7-yl)-5-cyano-3,4-dihydroxytetrahydrofuran-2-yl) methyl (2-(octoxy) ethyl) phosphate